tert-butyl 3,4-dihydroxy-pyrrolidine-1-carboxylate OC1CN(CC1O)C(=O)OC(C)(C)C